Methyl (Z)-1-(4-amino-2-fluorobut-2-en-1-yl)-4-(2-methoxy-5-(N-methylsulfamoyl)phenyl)-1H-benzo[d]imidazole-6-carboxylate NC\C=C(\CN1C=NC2=C1C=C(C=C2C2=C(C=CC(=C2)S(NC)(=O)=O)OC)C(=O)OC)/F